(R)-2-benzenesulfonyl-1-(3-methoxyphenyl)-ethanol C1(=CC=CC=C1)S(=O)(=O)C[C@H](O)C1=CC(=CC=C1)OC